4-(1-(4-chloro-3-fluorophenyl)-3-cyclopropyl-1H-pyrazolo[4,3-b]pyridine-5-carbonyl)-3,3-dimethylpiperazin-2-one ClC1=C(C=C(C=C1)N1N=C(C2=NC(=CC=C21)C(=O)N2C(C(NCC2)=O)(C)C)C2CC2)F